NC1C2=CC=CC=C2CC12CCNCC2 1-amino-1,3-dihydrospiro[indene-2,4'-piperidine]